C12(CC3CC(CC(C1)C3)C2)CC(=O)N2CCN(CC2)C2=CC(=C(C=C2)NC=2N=CC3=C(N2)N(C(C=C3C)=O)C3=CC(=CC=C3)CN3CCN(CC3)C)OC 2-((4-(4-(2-((3R,5R,7R)-adamantan-1-yl)acetyl)piperazin-1-yl)-2-methoxyphenyl)amino)-5-methyl-8-(3-((4-methylpiperazin-1-yl)methyl)phenyl)pyrido[2,3-d]pyrimidin-7(8H)-one